tert-butyl N-[9-[(2R,4S,5R)-5-ethynyl-4-hydroxy-5-[2-[methyl-[(5-methyl-2-oxo-1,3-dioxol-4-yl)methyl]amino]ethylcarbamoyloxymethyl]tetrahydrofuran-2-yl]-2-fluoro-purin-6-yl]carbamate C(#C)[C@]1([C@H](C[C@@H](O1)N1C2=NC(=NC(=C2N=C1)NC(OC(C)(C)C)=O)F)O)COC(NCCN(CC=1OC(OC1C)=O)C)=O